OCC1(CCN2CCCC12)CO Bis-(Hydroxymethyl)pyrrolizidine